2-chloro-8-(4-chlorophenoxy)-5,6,7,8-tetrahydroquinolin-5-amine ClC1=NC=2C(CCC(C2C=C1)N)OC1=CC=C(C=C1)Cl